C1(CC1)NC(=O)C1=NC=C(N=C1)N1[C@H](C2=C(CC1)NC=N2)C2=NN1C(C(=CC=C1)OC(F)(F)F)=C2 (R)-N-cyclopropyl-5-(4-(4-(trifluoromethoxy)pyrazolo[1,5-a]pyridin-2-yl)-1,4,6,7-tetrahydro-5H-imidazo[4,5-c]pyridin-5-yl)pyrazine-2-carboxamide